ClC=1C=C2C(C(=CN(C2=CC1N1CC2=NC=CC=C2C1)C1CCN(CC1)C(N(C)C)=O)C(=O)O)=O 6-chloro-7-(5,7-dihydro-6H-pyrrolo[3,4-b]pyridin-6-yl)-1-(1-(dimeth-ylcarbamoyl)piperidin-4-yl)-4-oxo-1,4-dihydroquinoline-3-carboxylic acid